C1=CC(=CC2=[N+](C3=C(C=CC(=C3)N)C=C21)CCCC(=O)O)N.[O-]Cl(=O)(=O)=O The molecule is a member of aminoacridines and an organic perchlorate salt. It has a role as a fluorochrome. It contains an ATTO 465-2(1+).